C(C=C)(=O)N1CC(C1)(C(=O)N1CCC(CC1)N1N=CC(=C1CC)C=1C=C(C=2N(C1)N=CC2C#N)OC)F 6-(1-(1-(1-acryloyl-3-fluoroazetidine-3-carbonyl)piperidin-4-yl)-5-ethyl-1H-pyrazol-4-yl)-4-methoxypyrazolo[1,5-a]pyridine-3-carbonitrile